(3R)-3-amino-8-(2-chloro-4-fluorophenoxy)-1-methyl-1,2,3,4-tetrahydroquinolin-2-one N[C@H]1C(N(C2=C(C=CC=C2C1)OC1=C(C=C(C=C1)F)Cl)C)=O